N-(4-methoxy-2-(4-methylpiperazine-1-yl)-5-((6-((R)-3-(6-methylpyridine-3-yl)isoxazolidine-2-yl)pyrimidine-4-yl)amino)phenyl)acrylamide COC1=CC(=C(C=C1NC1=NC=NC(=C1)N1OCC[C@@H]1C=1C=NC(=CC1)C)NC(C=C)=O)N1CCN(CC1)C